N1C(OCC2=C1C=CC=C2)=O 1,4-dihydro-3,1-benzoxazin-2-one